C(C=C)(=O)N1CC2(C1)CCN(CC2)C(C(CC=C(Cl)Cl)C2=CC(=C(C=C2)Cl)Cl)=O 1-(2-acryloyl-2,7-diazaspiro[3.5]nonan-7-yl)-5,5-dichloro-2-(3,4-dichlorophenyl)pent-4-en-1-one